3-(4-amino-6-chloro-7-isopropyl-2-oxopyrido[2,3-d]pyrimidin-1(2H)-yl)-2-methoxybenzonitril NC=1C2=C(N(C(N1)=O)C=1C(=C(C#N)C=CC1)OC)N=C(C(=C2)Cl)C(C)C